Cytidine 5'-(dihydrogen phosphate) P(=O)(O)(O)OC[C@@H]1[C@H]([C@H]([C@@H](O1)N1C(=O)N=C(N)C=C1)O)O